[Si](C)(C)(C(C)(C)C)OCC(=O)[C@H]1N(CCC1)C(=O)OC(C)(C)C (S)-tert-Butyl 2-(2-(tert-butyldimethylsilyloxy)acetyl)pyrrolidine-1-carboxylate